3-t-butyloxycarbonyl-amino-thiophene-2-carboxylic acid C(C)(C)(C)OC(=O)C1=C(SC=C1N)C(=O)O